C(C)(=O)N[C@H]1[C@H](OCCCNC(C(F)(F)F)=O)O[C@@H]([C@H]([C@@H]1OC(C)=O)O[C@H]1[C@H](OC(C)=O)[C@@H](O)[C@@H](OC(C)=O)[C@H](O1)COCC1=CC=CC=C1)COC(C)=O 3-trifluoroacetamidopropyl 2-acetamido-3,6-di-O-acetyl-2-deoxy-4-O-(2,4-di-O-acetyl-6-O-benzyl-β-D-galactopyranosyl)-β-D-glucopyranoside